(R)-(5-(7-fluoro-6-(tetrahydro-2H-pyran-3-yl)-1H-imidazo[4,5-c]pyridin-2-yl)-1H-pyrrol-3-yl)(2-(trifluoromethyl)phenyl)methanone FC=1C2=C(C=NC1[C@@H]1COCCC1)N=C(N2)C2=CC(=CN2)C(=O)C2=C(C=CC=C2)C(F)(F)F